tert-butyl 6-((5-chloro-4-(((6-(methylsulfonyl) pyridin-2-yl) methyl) amino) pyrimidin-2-yl) amino)-3,4-dihydroisoquinoline-2(1H)-carboxylate ClC=1C(=NC(=NC1)NC=1C=C2CCN(CC2=CC1)C(=O)OC(C)(C)C)NCC1=NC(=CC=C1)S(=O)(=O)C